F[C@@H]1CNCC[C@@H]1CCNC(O[C@H]1[C@H](NC[C@@H]1O)CC1=CC=C(C=C1)C1=CN=CO1)=O (2R,3S,4S)-4-hydroxy-2-{[4-(1,3-oxazol-5-yl)phenyl]methyl}pyrrolidin-3-yl N-{2-[(3S,4R)-3-fluoropiperidin-4-yl]ethyl}carbamate